C1OCCC2=CC=C(C=C12)C=1NC(C=2N(C1)N=C(C2)C(=O)OCC)=O Ethyl 6-(3,4-dihydro-1H-isochromen-7-yl)-4-oxo-4,5-dihydropyrazolo[1,5-a]pyrazine-2-carboxylate